7-(3-chloro-4-(methoxycarbonyl)phenoxy)-1H-indole ClC=1C=C(OC=2C=CC=C3C=CNC23)C=CC1C(=O)OC